C[Se][Mg]Br methyl-selenomagnesium bromide